ClC=1C=CC=C2C(=CNC12)C(=O)N1CCOCC1 (7-chloro-1H-indol-3-yl)(morpholino)methanone